trans-1,2-DiaminOcyclohexane-N,N,N',N'-tetraacetic acid C1CC[C@H]([C@@H](C1)N(CC(=O)O)CC(=O)O)N(CC(=O)O)CC(=O)O